[3-(benzyloxy)-2-bromophenyl]methanol C(C1=CC=CC=C1)OC=1C(=C(C=CC1)CO)Br